N[C@@H](C(C)C)C(=O)OC(C)(C)C tert-Butyl L-valinate